N-[6-[8-Acetyl-6,7-dideuterio-1,5-dimethyl-8-azabicyclo[3.2.1]oct-2-en-3-yl]-2-(1,2-dideuterio-4,4-dimethyl-cyclohexyl)-3-pyridyl]-5-cyano-1H-imidazole-2-carboxamide C(C)(=O)N1C2(C=C(CC1(C(C2[2H])[2H])C)C2=CC=C(C(=N2)C2(C(CC(CC2)(C)C)[2H])[2H])NC(=O)C=2NC(=CN2)C#N)C